2-[2-[2-[2-[2-[2-[2-[2-(2-methoxyethoxy)ethoxy]ethoxy]ethoxy]ethoxy]ethoxy]ethoxy]ethoxy]-4-methyl-5-(4,4,5,5-tetramethyl-1,3,2-dioxaborolan-2-yl)pyridine COCCOCCOCCOCCOCCOCCOCCOCCOC1=NC=C(C(=C1)C)B1OC(C(O1)(C)C)(C)C